C(C)(C)C1(CCCC1)N isopropylcyclopentan-1-amine